Ethyl (R)-2-methoxybenzenesulfinate COC1=C(C=CC=C1)[S@](=O)OCC